BrC1=CC=NC=2CCN(CC12)C(=O)OC(C)(C)C Tert-butyl 4-bromo-7,8-dihydro-1,6-naphthyridine-6(5H)-carboxylate